4-((((1S,4S,5R)-2-azabicyclo[2.2.1]hept-5-yl)oxy)methyl)-5-cyclopropyl-3-(2-(trifluoromethoxy)phenyl)isoxazole [C@@H]12NC[C@@H]([C@@H](C1)OCC=1C(=NOC1C1CC1)C1=C(C=CC=C1)OC(F)(F)F)C2